N,N-diallylmethylacrylamide C(C=C)CN(C(C=C)=O)CCC=C